6-((1S,4S)-2,5-Diazabicyclo[2.2.2]octan-2-yl)-N-(3-chloro-4-(cyclopropylmethoxy)-2-fluorophenyl)pyrido[3,2-d]pyrimidin-4-amine [C@@H]12N(C[C@@H](NC1)CC2)C=2C=CC=1N=CN=C(C1N2)NC2=C(C(=C(C=C2)OCC2CC2)Cl)F